5-bromo-4-fluoro-2-(1-(hydroxymethyl)cyclopropyl)phenol BrC=1C(=CC(=C(C1)O)C1(CC1)CO)F